O1C=C(C2=C1C=CC=C2)CN benzofuran-3-ylmethanamine